3,5-bis[acetoacetamidoethoxy]monochlorotriazine C(CC(=O)C)(=O)NCCON1NN=CC(=C1Cl)OCCNC(CC(=O)C)=O